8-(bromomethyl)-5,7-difluoroquinoline BrCC=1C(=CC(=C2C=CC=NC12)F)F